(2,3-dioleoyl-propyl)-trimethylammonium bromide [Br-].C(CCCCCCC\C=C/CCCCCCCC)(=O)C(C[N+](C)(C)C)CC(CCCCCCC\C=C/CCCCCCCC)=O